(5-chlorooxazolo[4,5-b]pyridin-2-yl)-pyrrolidin-3-yl-amine ClC1=CC=C2C(=N1)N=C(O2)NC2CNCC2